C(#N)C1(CC1)NS(=O)(=O)C=1C=C2C(N(C=3N(C2=CC1)[C@@H](CN3)C)CC=3C=NN(C3)C)=O (R)-N-(1-cyanocyclopropyl)-1-methyl-4-((1-methyl-1H-pyrazol-4-yl)methyl)-5-oxo-1,2,4,5-tetrahydroimidazo-[1,2-a]quinazoline-7-sulfonamide